C1C(CC12CCOCC2)OC2=NC=CC(=N2)C2=CN=C(S2)N 5-(2-{7-oxaspiro[3.5]nonan-2-yloxy}pyrimidin-4-yl)-1,3-thiazol-2-amine